ClC1=NC=CC(=N1)C=1C=C(C2=C(N(C(=N2)SC)C(C)C)C1)F 6-(2-Chloropyrimidin-4-yl)-4-fluoro-1-isopropyl-2-(methylthio)-1H-benzo[d]imidazole